FC(CN(C(C1=C(C=CC(=C1)F)C=1C=2N(C=C(C1)C1CCNCC1)C(=NC2)C)=O)C(C)C)F N-(2,2-difluoroethyl)-5-fluoro-2-[3-methyl-6-(piperidin-4-yl)imidazo[1,5-a]pyridin-8-yl]-N-(isopropyl)benzamide